C(C)C=1N=C2N(C=CC=C2)C1C(=O)C=1C=CC(=C(C#N)C1)OC 5-(2-ethylimidazo[1,2-a]-pyridine-3-carbonyl)-2-methoxybenzonitrile